C1(CC1)C1=NC=NC(=C1C1=NC=CC(=N1)OC(C(F)(F)F)C1=CC=C(C=C1)C=1N(C=C(N1)C(F)(F)F)C)OC 4-cyclopropyl-6-methoxy-5-[4-[2,2,2-trifluoro-1-[4-[1-methyl-4-(trifluoromethyl)imidazol-2-yl]phenyl]ethoxy]pyrimidin-2-yl]pyrimidine